5-[3-(4-methylpiperazin-1-yl)phenyl]Pyridin-2-amine CN1CCN(CC1)C=1C=C(C=CC1)C=1C=CC(=NC1)N